5-(2-chloro-5-(methoxymethyloxy)phenyl)-6-(2,6-difluorophenyl)-1-ethylpyridin-2(1H)-one ClC1=C(C=C(C=C1)OCOC)C=1C=CC(N(C1C1=C(C=CC=C1F)F)CC)=O